hexadecyl phenyl ether sulfate S(=O)(=O)(O)O.C1(=CC=CC=C1)OCCCCCCCCCCCCCCCC